Nickel Dimethyldithiocarbamat CN(C([S-])=S)C.[Ni+2].CN(C([S-])=S)C